FC(C(N1CCOCC1)C=1C=CC(=NC1)N1N=CC(=C1)C1=C2C(=NC=C1)NC=N2)(F)F 7-(1-(5-(2,2,2-trifluoro-1-morpholinoethyl)pyridin-2-yl)-1H-pyrazol-4-yl)-3H-imidazo[4,5-b]pyridine